(1R)-N-(7-chloro-6-((S)-1-methoxypropan-2-yl)isoquinolin-3-yl)-6-oxaspiro[2.5]octane-1-carboxamide ClC1=C(C=C2C=C(N=CC2=C1)NC(=O)[C@@H]1CC12CCOCC2)[C@@H](COC)C